N,N-bis(3-aminopropyl)-methylamin CN(CCCN)CCCN